S=C1NC(C2=C(N1)OC1(CC2)C2=CC=CC=C2C=2C=CC=CC21)=O 2'-thioxo-2',3',5',6'-tetrahydrospiro[fluorene-9,7'-pyrano[2,3-d]pyrimidin]-4'(1'H)-one